3-(bromomethyl)-4-iodo-5-methyl-isothiazole BrCC1=NSC(=C1I)C